6-(benzyloxy)-3-isopropyl-3,4,8,9-tetrahydrofuro[2,3-h]Isoquinoline C(C1=CC=CC=C1)OC=1C=C2CC(N=CC2=C2C1OCC2)C(C)C